C(C)(C)(C)OC(=O)N1C[C@H](CC1)[C@@H](C(=O)OC(C)(C)C)CC1=CC(=CC(=C1)C)Br (3R)-3-[(1S)-1-[(3-bromo-5-methyl-phenyl)methyl]-2-tert-butoxy-2-oxoethyl]pyrrolidine-1-carboxylic acid tert-butyl ester